C1(CC1)C=1C=NC(=NC1)N1CCC(CC1)N 1-(5-Cyclopropylpyrimidin-2-yl)piperidin-4-amine